NC1=NC=C(C(=N1)N)CN1CCC2=CC(=CC=C12)C=1C=C2C=CC(=CC2=CC1)C(=O)O 6-(1-((2,4-diaminopyrimidin-5-yl)methyl)indolin-5-yl)-2-naphthoic acid